C(C)(C)(C)OC(=O)NC[C@@H](C)OC1=C(C=C(C=C1)F)[C@@]12N(CC[C@H]2C1)C1=NC=2N(C=C1)N=CC2C(=O)OCC Ethyl 5-((1R,5S)-1-(2-(((R)-1-((tert-butoxycarbonyl)amino)propan-2-yl)oxy)-5-fluorophenyl)-2-azabicyclo[3.1.0]hexan-2-yl)pyrazolo[1,5-a]pyrimidine-3-carboxylate